C1(=CC=CC=C1)N1NC(C(C1)(C)C)=O 1-phenyl-4,4-dimethylpyrazolidin-3-one